N-(3-((6-((4-morpholinylphenyl)amino)-1H-pyrazolo[3,4-d]pyrimidin-1-yl)methyl)phenyl)but-2-enamide N1(CCOCC1)C1=CC=C(C=C1)NC1=NC=C2C(=N1)N(N=C2)CC=2C=C(C=CC2)NC(C=CC)=O